O1C(=CC=C1)C1=NN2C(C(N1C(C)C)=O)=NC=C2C=2N=CN(C2)C(C2=CC=CC=C2)(C2=CC=CC=C2)C2=CC=CC=C2 2-(Furan-2-yl)-3-isopropyl-7-(1-trityl-1H-imidazol-4-yl)imidazo[2,1-f][1,2,4]triazin-4(3H)-one